ClC1=C(C=CC=C1OC)[C@@H](C)NC(OC1=CC=C(C=C1)[N+](=O)[O-])=O 4-nitrophenyl (R)-(1-(2-chloro-3-methoxyphenyl)ethyl)carbamate